water, cerium salt [Ce].O